methyl 3-(bromomethyl)-6-chloro-2-cyclopropylpyridine-4-carboxylate BrCC=1C(=NC(=CC1C(=O)OC)Cl)C1CC1